(E)-2-methylhept-2-enoic acid C/C(/C(=O)O)=C\CCCC